cyclopropyl-1-(2,2-difluoroethyl)-N-[3-(difluoromethoxy)-4-{[(3S)-3-(2-hydroxypropan-2-yl)piperidin-1-yl]methyl}phenyl]-1H-pyrazole-4-carboxamide C1(CC1)C1=NN(C=C1C(=O)NC1=CC(=C(C=C1)CN1C[C@H](CCC1)C(C)(C)O)OC(F)F)CC(F)F